tert-Butyl N-(2-Formyl-1-benzofuran-3-yl)-N-methylcarbamate C(=O)C=1OC2=C(C1N(C(OC(C)(C)C)=O)C)C=CC=C2